[Pd](Cl)Cl.C(C)(C)(C)P(C1=CC=C(C=C1)N(C)C)C(C)(C)C.C(C)(C)(C)P(C1=CC=C(C=C1)N(C)C)C(C)(C)C bis(ditertbutyl-4-dimethylaminophenyl-phosphine) palladium chloride